2,4-Diethyl-1,5-pentandiol C(C)C(CO)CC(CO)CC